(-)-di-p-toluoyltartrate C1(=CC=C(C=C1)C(=O)C(C(C(=O)[O-])(O)C(=O)C1=CC=C(C=C1)C)(O)C(=O)[O-])C